tert-butyl-4-((1-((benzyloxy) carbonyl) piperidin-4-yl)methyl)-3,3-dimethylpiperazine-1-carboxylate C(C)(C)(C)OC(=O)N1CC(N(CC1)CC1CCN(CC1)C(=O)OCC1=CC=CC=C1)(C)C